1-benzylcyclopropyl ((S)-4-methyl-1-oxo-1-(((S)-1-oxo-3-((S)-2-oxopyrrolidin-3-yl)propan-2-yl)amino)pentan-2-yl)carbamate CC(C[C@@H](C(N[C@H](C=O)C[C@H]1C(NCC1)=O)=O)NC(OC1(CC1)CC1=CC=CC=C1)=O)C